3-(4-((4-((1-(4-((5-chloro-4-((2-(dimethylphosphoryl)phenyl)amino)pyrimidin-2-yl)amino)-3-methoxyphenyl)piperidin-4-yl)amino)butyl)amino)-1-oxoisoindolin-2-yl)piperidine-2,6-dione ClC=1C(=NC(=NC1)NC1=C(C=C(C=C1)N1CCC(CC1)NCCCCNC1=C2CN(C(C2=CC=C1)=O)C1C(NC(CC1)=O)=O)OC)NC1=C(C=CC=C1)P(=O)(C)C